C(C)(C)(C)OC(=O)N[C@H](CC=1C=C2C(=NC(=NN2C1)Cl)N(C(OC(C)(C)C)=O)CC=1OC=CN1)[C@H](C)F tert-butyl (6-((2R,3s)-2-((tert-butoxycarbonyl)amino)-3-fluorobutyl)-2-chloropyrrolo[2,1-f][1,2,4]triazin-4-yl)(oxazol-2-ylmethyl)carbamate